BrC1=C(C=C2C(=NC(N(C2=C1)C=1N(C=CN1)C(C)C)=O)Cl)Cl 7-bromo-4,6-dichloro-1-(1-isopropyl-1H-imidazol-2-yl)quinazolin-2(1H)-one